C1(CC1)S(=O)(=O)NC1=CC(=NC=C1)[C@H](CCN1CCCC1)NC(=O)C=1SC(=CN1)C1=NC(=CN=C1)OCC (S)-N-(1-(4-(cyclopropanesulphonylamino)pyridin-2-yl)-3-(pyrrolidin-1-yl)propyl)-5-(6-ethoxypyrazin-2-yl)thiazole-2-carboxamide